C(C)(C)(C)OC(=O)NC1=NC=C(C(=C1)N1N=CC(=C1C(F)(F)F)C(=O)OCC)Cl ethyl 1-(2-((tert-butoxycarbonyl) amino)-5-chloropyridin-4-yl)-5-(trifluoromethyl)-1H-pyrazole-4-carboxylate